ClC=1C(=CC(=C(C1)NC1=NC(=NC=N1)NC=1C(=CC(=C(C1)NC(C=C)=O)N(C[C@H]1N(CCC1)C)C)OC)C(C)(C)O)F (S)-N-(5-(4-(5-chloro-4-fluoro-2-(2-hydroxypropan-2-yl)phenylamino)-1,3,5-triazin-2-ylamino)-4-methoxy-2-(methyl((1-methylpyrrolidin-2-yl)methyl)amino)phenyl)acrylamide